FC(C)(F)C=1C=CC(=NC1)OC1CCC2(CN(C2)C(=O)C2CC(C2)(C)O)CC1 (7-((5-(1,1-Difluoroethyl)pyridin-2-yl)oxy)-2-azaspiro[3.5]nonan-2-yl)((1s,3s)-3-hydroxy-3-methylcyclobutyl)methanon